ClC1=NC(=CC(=C1CC(CO)(C)C)C1=C(C=C(C=C1)F)F)Cl 3-(2,6-dichloro-4-(2,4-difluorophenyl)pyridin-3-yl)-2,2-dimethylpropan-1-ol